C(C)(=O)C1C(OC(C2=CC=C(C=C12)Br)=O)=O 4-acetyl-6-bromoisochromane-1,3-dione